CC=1CC=C(CC1)C(C)C 4-methyl-1-(1-methylethyl)-1,4-cyclohexa-diene